C(CCCCCCC(=O)OCCC=CCCCCC)(=O)OCC1=CC(=CC(=C1)CO)COC(CCC(OCCCCCCCC)OCCCCCCCC)=O (Z)-1-(3-(((4,4-bis(octyloxy)butanoyl)oxy)methyl)-5-(hydroxymethyl)benzyl) 8-(non-3-en-1-yl) octanedioate